2-(2-Adamantyl)-N-[2-[(2-hydroxyphenyl)methyl]-1H-benzimidazol-5-yl]acetamide C12C(C3CC(CC(C1)C3)C2)CC(=O)NC2=CC3=C(NC(=N3)CC3=C(C=CC=C3)O)C=C2